N-(2-chloro-5-fluoropyrimidin-4-yl)-8-methylcinnolin-4-amine ClC1=NC=C(C(=N1)NC1=CN=NC2=C(C=CC=C12)C)F